5-Amino-3-tert-butyl-1-methylpyrazole NC1=CC(=NN1C)C(C)(C)C